FC1=C(OC2=CC(=NC=C2)C(=O)NC2CN(C2)C(=O)OC(C)(C)C)C=CC(=C1)NC(=O)C=1N=C(OC1C1=CC=C(C=C1)F)SC tert-butyl 3-[[4-[2-fluoro-4-[[5-(4-fluorophenyl)-2-methylsulfanyl-oxazole-4-carbonyl]amino]phenoxy]pyridine-2-carbonyl]amino]azetidine-1-carboxylate